{2-[2-(difluoromethyl)-2H-indazol-5-yl]-6-ethyl-5-{4-[(5-hydroxy-6-methyl-4-pyrimidinyl)carbonyl]-1-piperazinyl}-4-oxo-1,3,3a,7-tetraaza-7-indenyl}acetamide FC(N1N=C2C=CC(=CC2=C1)C=1N=C2N(C(=C(C(N2N1)=O)N1CCN(CC1)C(=O)C1=NC=NC(=C1O)C)CC)CC(=O)N)F